molybdenum compound with water O.[Mo]